BrC=1C=C(CNC(=O)NC2=CC=C(C=C2)S(=O)(=O)N2CCCCC2)C=CC1OC 1-(3-bromo-4-methoxybenzyl)-3-(4-(piperidin-1-ylsulfonyl)phenyl)urea